COC1=CC=C(CN2C(C3(C2)N(C(C(C3)(C#N)C)C3=CC=CC=C3)C)=O)C=C1 2-(4-methoxybenzyl)-5,7-dimethyl-1-oxo-6-phenyl-2,5-diazaspiro[3.4]octane-7-carbonitrile